2-(2-bromo-5-fluoro-4-nitrophenyl)propanoic acid BrC1=C(C=C(C(=C1)[N+](=O)[O-])F)C(C(=O)O)C